N-(3-ethyl-3,5,5-trimethylcyclohexyl)-3-formamido-2-hydroxybenzamide C(C)C1(CC(CC(C1)(C)C)NC(C1=C(C(=CC=C1)NC=O)O)=O)C